F[B-](F)(F)F.F[B-](F)(F)F.F[B-](F)(F)F.C(C)(C)(C)C1=CC=C(C=C1)N1C(=[N+](C2=C1C1=CC=C(C=C1C=1C=C(C=CC12)C1=[N+](C=CC=C1)C)C1=[N+](C=CC=C1)C)C)C1=CC=C(C=C1)C(C)(C)C [1,2-bis(4-(tert-Butyl)phenyl)-3-methyl-1H-phenanthro[9,10-d]imidazole-3-ium-6,9-diyl]bis(1-methylpyridin-1-ium) tris(tetrafluoroborate)